(S)-4-((1-cyclopropyl-2,2-difluoro-3-hydroxypropyl)amino)-1-methyl-6-nitro-1,8-naphthyridin-2(1H)-one C1(CC1)[C@@H](C(CO)(F)F)NC1=CC(N(C2=NC=C(C=C12)[N+](=O)[O-])C)=O